C1(CC1)N1C(C2=C(C=C1)C(=CN2)C2=NC(=NC=C2C(F)(F)F)NC2CNCCC2)=O 6-cyclopropyl-3-(2-{[piperidin-3-yl]amino}-5-(trifluoromethyl)pyrimidin-4-yl)-1H,6H,7H-pyrrolo[2,3-c]pyridin-7-one